water carbamate C(N)(O)=O.O